(Z)-9-hexadecenoic acid isohexyl ester C(CCC(C)C)OC(CCCCCCC\C=C/CCCCCC)=O